CC=1C=C2C(=CC(=C(C2=CC1)OC(C=C)=O)N(CC)CC)OC1=CC=CC=C1 6-methyl-2-diethylamino-4-phenoxy-1-acryloyloxynaphthalene